(2-(2-methoxyphenyl)benzofuran-5-yl)methanol COC1=C(C=CC=C1)C=1OC2=C(C1)C=C(C=C2)CO